Cl[Pd-2](P(C1=CC=CC=C1)C1=CC=CC=C1)(P(C1=CC=CC=C1)C1=CC=CC=C1)Cl dichlorobis(diphenylphosphino)palladium (II)